ClC=1C=C2C(=CC(=NC2=CC1)C(F)(F)F)NCC1(CC(C1)NC(=O)C1CCN(CC1)C)C1=CC=CC=C1 N-(3-(((6-Chloro-2-(trifluoromethyl)quinolin-4-yl)amino)methyl)-3-phenylcyclobutyl)-1-methylpiperidine-4-carboxamide